C(CCCC)OCC1=CC(O)=C(OC)C=C1 isovanillyl pentyl ether